[N+](=O)([O-])C1=C(C=CC(=C1)C(=O)[O-])C=CC1=C(C=C(C=C1)C(=O)[O-])[N+](=O)[O-] 2,2'-dinitro-4,4'-stilbenedicarboxylate